ClC=1C(=CC(=C(CN[C@](C(=O)O)(CO)C)C1)OCC=1C=NC=C(C1)C#N)OCC=1C(=C(C=CC1)C1=C(C(=CC=C1)C1=CC=C(C=C1)[C@@H]1CNCC1)C)C (S)-2-((5-chloro-2-((5-cyanopyridin-3-yl)methoxy)-4-((2,2'-dimethyl-4''-((R)-pyrrolidin-3-yl)-[1,1':3',1''-terphenyl]-3-yl)methoxy)benzyl)amino)-3-hydroxy-2-methylpropanoic acid